2-methacryloxydodecyl-glycerin phosphate P(=O)(O)(O)O.C(C(=C)C)(=O)OC(CC(O)C(O)CO)CCCCCCCCCC